COC(=O)C=1C=C(C(=O)NC=2C=CC=C3C=CC=NC23)C=CC1 8-(3-methoxyformyl-benzoylamino)quinoline